ClC=1C=CC(=C2CN(C(C12)=O)C)OC1CC2(CN(C2)CCCC2=CC(N(C=C2F)C)=O)C1 7-chloro-4-((2-(3-(5-fluoro-1-methyl-2-oxo-1,2-dihydropyridin-4-yl)propyl)-2-azaspiro[3.3]heptan-6-yl)oxy)-2-methylisoindolin-1-one